methyl 3-bromo-4-methoxy-5-(trifluoromethyl)benzoate BrC=1C=C(C(=O)OC)C=C(C1OC)C(F)(F)F